CN(C)CC1(CC1)COC1=NC2=C(C(=C(C=C2C(=N1)N1CC2CC(C(C1)N2)OC)F)C2=CC(=CC1=CC=CC=C21)O)F 4-(2-((1-((dimethyl-amino)methyl)cyclopropyl)methoxy)-6,8-difluoro-4-(6-methoxy-3,8-diazabicyclo[3.2.1]octan-3-yl)quinazolin-7-yl)naphthalen-2-ol